ClC1=C(C=CC=C1)[C@H]1[C@@](O1)(C1=C(C=C(C=C1)F)F)CN1N=CN=C1 |r| racemic-1-[[(2R,3S)-3-(2-chlorophenyl)-2-(2,4-difluorophenyl)-2-oxiranyl]methyl]-1H-1,2,4-triazole